C1(=CC=CC=C1)C1=CN=C2C=C3OCCNC3=CN21 7-phenyl-3,4-dihydro-2H-imidazo[1',2':1,6]pyrido[4,3-b][1,4]oxazine